2-(2,6-Dioxopiperidin-3-yl)-5-(4-(3-hydroxypropyl)piperidin-1-yl)isoindoline O=C1NC(CCC1N1CC2=CC=C(C=C2C1)N1CCC(CC1)CCCO)=O